4,5-dichloro-pyridine-2-carbaldehyde ClC1=CC(=NC=C1Cl)C=O